4-Methoxy-2-(2-methoxy-ethoxy)-N-[6-(1-methyl-piperidine-4-carbonyl)-pyridin-2-yl]-benzamide COC1=CC(=C(C(=O)NC2=NC(=CC=C2)C(=O)C2CCN(CC2)C)C=C1)OCCOC